BrC=1C=C(C=CC1)NC(CCC=C)=O N-(3-bromophenyl)pent-4-enamide